BrC=C(CO[Si](C)(C)C(C)(C)C)C=1C=NC=C(C1)C1=CC(=C(C=C1)OC)OCCC 3-(1-bromo-3-((tert-butyldimethylsilyl)oxy)prop-1-en-2-yl)-5-(4-methoxy-3-propoxyphenyl)pyridine